C(C1=CC=CC=C1)SC1=C(C(=O)NN)C=CC(=C1)[N+](=O)[O-] 2-(benzylsulfanyl)-4-nitrobenzoyl-hydrazine